4-(4,4-dimethylcyclohexyl)-6,7-dimethyl-2-((2S)-2-(1-methyl-1H-pyrazol-4-yl)-4-morpholinyl)pteridine CC1(CCC(CC1)C1=NC(=NC2=NC(=C(N=C12)C)C)N1C[C@@H](OCC1)C=1C=NN(C1)C)C